NC1=C(C(=NC=N1)C=1C(=C(C=C(C1)F)NC(=O)C1=CC2=C(C(CO2)(C)C)C=C1)C)OCCN(C(C=C)=O)C N-(3-(6-amino-5-(2-(N-methylacrylamido)ethoxy)pyrimidin-4-yl)-5-fluoro-2-methylphenyl)-3,3-dimethyl-2,3-dihydrobenzofuran-6-carboxamide